CN1CCN(CC1)C1=CC=C(C(=O)CC#N)C=C1 4-(4-methylpiperazin-1-yl)benzoylacetonitrile